dimethyl-di-iso-propoxysilane C[Si](OC(C)C)(OC(C)C)C